(S)-5-((1-hydroxy-3-(octadecyloxy)propan-2-yl)oxy)nicotinonitrile Sodium nitrite N(=O)[O-].[Na+].OC[C@@H](COCCCCCCCCCCCCCCCCCC)OC=1C=NC=C(C#N)C1